CC1=CC=C(C=C1)S(=O)(=O)O.COCC1=NC2=C(N1)C=C(C=C2C(=O)N)NC(=O)C2=C(C=CC=C2)C(F)(F)F 2-(methoxymethyl)-6-({[2-(trifluoromethyl)phenyl]carbonyl}amino)-1H-benzimidazole-4-carboxamide 4-methylbenzenesulfonate